di-tert-butylbenzoate C(C)(C)(C)C=1C(=C(C(=O)[O-])C=CC1)C(C)(C)C